FCCCNCCOC1=NC=CC(=C1)[C@H]1N([C@@H](CC2=C1NC1=CC=CC=C21)C)CC(F)(F)F 3-fluoro-N-(2-((4-((1R,3R)-3-methyl-2-(2,2,2-trifluoroethyl)-2,3,4,9-tetrahydro-1H-pyrido[3,4-b]indol-1-yl)pyridin-2-yl)oxy)ethyl)propan-1-amine